N-((S)-1-(3-chloro-4-fluorophenyl)-2-hydroxyethyl)-1-(2-(((S)-1-hydroxy-butan-2-yl)amino)-5-methylpyrimidin-4-yl)-1H-pyrrole-3-carboxamide ClC=1C=C(C=CC1F)[C@@H](CO)NC(=O)C1=CN(C=C1)C1=NC(=NC=C1C)N[C@H](CO)CC